COC=1C(=NC=CC1C1=NN(N=C1)C)NC1=C(N=NC=C1)C(=O)O 4-((3-methoxy-4-(2-methyl-2H-1,2,3-triazol-4-yl)pyridin-2-yl)amino)pyridazine-3-carboxylic acid